1,3,5-tris(dimethylthiocarbamoyl)benzene CN(C(=S)C1=CC(=CC(=C1)C(N(C)C)=S)C(N(C)C)=S)C